2,2-dimethylolmalonic acid diethyl ester C(C)OC(C(C(=O)OCC)(CO)CO)=O